ClCCOC1=C(C#N)C=C(C=C1C)CC(C)O 2-(2-chloroethoxy)-5-(2-hydroxy-2-methyl-ethyl)-3-methyl-benzonitrile